[C@@H]1([C@H](O)[C@@H](O)[C@H](O)[C@H](O1)CO)OC(CCCC#CC#CC#CC#CC)O beta-D-glucopyranosyloxy-1-hydroxytridec-5,7,9,11-tetrayne